N-(3-chloro-4-fluorophenyl)-4-(5-hydroxy-5-((3-oxocyclobutyl)ethynyl)octahydropentalen-2-yl)-1-methyl-1H-imidazole-5-carboxamide ClC=1C=C(C=CC1F)NC(=O)C1=C(N=CN1C)C1CC2CC(CC2C1)(C#CC1CC(C1)=O)O